5-HYDROXYQUINOLINE-4-BORONIC ACID OC1=C2C(=CC=NC2=CC=C1)B(O)O